FC=1C=C(C=CC1)C#CC=1C=C2CCC(C2=CC1)N1[C@@H](CCCC1)C(=O)OC methyl (2S)-1-(5-((3-fluorophenyl)ethynyl)-2,3-dihydro-1H-inden-1-yl)piperidine-2-carboxylate